Tert-butyl-8-chloro-2-fluoroimidazo[1,2-a]pyridine-7-thiol C(C)(C)(C)C1=C(N=C2N1C=CC(=C2Cl)S)F